BrC=1C=C2C(NC(=NC2=C(C1)C)C1(CCNCC1)F)=O 6-Bromo-2-(4-fluoropiperidin-4-yl)-8-methylquinazolin-4(3H)-one